2-[2-(1,2-dicarboxyethylamino)ethylamino]-butanedioic acid C(=O)(O)C(CC(=O)O)NCCNC(C(=O)O)CC(=O)O